N1=CN=CC(=C1)[C@H]1N(OCC1)C=O [(3S)-3-pyrimidin-5-ylisoxazolidin-2-yl]methanone